6-chloro-7-(2-fluoro-6-hydroxyphenyl)-1-(2-isopropylphenyl)-4-(piperazin-1-yl)quinazolin ClC=1C=C2C(=NCN(C2=CC1C1=C(C=CC=C1O)F)C1=C(C=CC=C1)C(C)C)N1CCNCC1